(S)-4-(1-naphthoylamino)-5-((2-(3-methoxyphenoxy)phenyl)amino)-5-oxopentanoic acid tert-butyl ester C(C)(C)(C)OC(CC[C@@H](C(=O)NC1=C(C=CC=C1)OC1=CC(=CC=C1)OC)NC(=O)C1=CC=CC2=CC=CC=C12)=O